ClC=1C(NC(=CC1[C@@H]1[C@H](C1)C1=CC=C(C=C1)F)C)=O 3-chloro-4-((1S,2S)-2-(4-fluorophenyl)cyclopropyl)-6-methyl-2-oxopyridin